(4-oxo-4H-quinolin-1-yl)-acetyl-(4-chlorobenzyl)hydrazine O=C1C=CN(C2=CC=CC=C12)NN(CC1=CC=C(C=C1)Cl)C(C)=O